(-)-5'-methyl-4-pentyl-2'-(prop-1-en-2-yl)-1',2',3',4'-tetrahydro-[1,1'-biphenyl]-2,6-diol CC=1CCC(C(C1)C=1C(=CC(=CC1O)CCCCC)O)C(=C)C